(R)-N-Boc-3-(5-oxo-4,5-dihydro-1,2,4-thiadiazol-3-yl)morpholine C(=O)(OC(C)(C)C)N1[C@@H](COCC1)C1=NSC(N1)=O